C(C)OC(=O)C1=NC=2C=C3C(=CC2C=C1N1CC=CC=C1)N=C(O3)N3CCOCC3 1-(6-(ethoxycarbonyl)-2-morpholinyloxazolo[4,5-g]quinolin-7-yl)pyridin